C(C1=CC=CC=C1)(C1=CC=CC=C1)=NC(C(=O)OC)C=1N=C2N(C(C1)=O)C=C(C=C2)OC methyl 2-(benzhydrylideneamino)-2-(7-methoxy-4-oxo-pyrido[1,2-a]pyrimidin-2-yl)acetate